bromoallyl-triphenylphosphine BrC=CCC1=C(C=CC=C1)P(C1=CC=CC=C1)C1=CC=CC=C1